COC=1C=CC(=C2CN(C(C12)=O)CC(C#N)=C)C=1C=C2C(=NNC2=CC1)C 2-[[7-methoxy-4-(3-methyl-1H-indazol-5-yl)-1-oxo-isoindolin-2-yl]methyl]prop-2-enenitrile